[1,8]naphthyridine-3(4H)-carboxylate N1=CC(CC2=CC=CN=C12)C(=O)[O-]